BrCCCCCCCCC#CC 11-bromo-2-undecyne